NC1=NC=NN2C1=C(C=C2C2CCN(CC2)CCOC)C2=C(C=C(C=C2)C2=C(C(N(C=C2)C2=CC=C(C=C2)F)=O)C(=O)N)F (4-{4-amino-7-[1-(2-methoxyethyl)piperidin-4-yl]pyrrolo[2,1-f][1,2,4]triazin-5-yl}-3-fluorophenyl)-1-(4-fluorophenyl)-2-oxo-1,2-dihydropyridine-3-carboxamide